(±)-(1S,2S,5R)-2-fluoro-3-oxo-8-azabicyclo[3.2.1]Octane-8-carboxylic acid tert-butyl ester C(C)(C)(C)OC(=O)N1[C@@H]2[C@@H](C(C[C@H]1CC2)=O)F |r|